4-(benzofuran-2-yl)aniline diethyl-(5-(2-(1-methyl-1H-pyrazol-4-yl)phenyl)-2-oxotetrahydrofuran-3-yl)phosphonate C(C)OP(OCC)(=O)C1C(OC(C1)C1=C(C=CC=C1)C=1C=NN(C1)C)=O.O1C(=CC2=C1C=CC=C2)C2=CC=C(N)C=C2